3-bromo-2-(2,6-diethylphenyl)-4,5,6,7-tetrahydro-2H-pyrazolo[4,3-c]Pyridine hydrochloride Cl.BrC=1N(N=C2C1CNCC2)C2=C(C=CC=C2CC)CC